3-((4-hydroxypyrido[3,2-d]pyrimidin-6-yl)oxy)-8-azabicyclo[3.2.1]octane-8-carboxylic acid tert-butyl ester C(C)(C)(C)OC(=O)N1C2CC(CC1CC2)OC=2C=CC=1N=CN=C(C1N2)O